(3-(((2-Fluoroethyl)amino)methyl)azetidin-1-yl)(5-(4-(trifluoromethyl)phenoxy)naphthalen-2-yl)methanone FCCNCC1CN(C1)C(=O)C1=CC2=CC=CC(=C2C=C1)OC1=CC=C(C=C1)C(F)(F)F